O[C@]1(C[C@@H]2[C@@]([C@H]3CC[C@@]4([C@H](CCC[C@H]4[C@@H]3CC2)C(CN2N=CC(=C2)C#N)=O)C)(CCC1)C)C 1-(2-((1S,4aS,4bR,6aR,8R,11aS,11bS,13aS)-8-hydroxy-8,11a,13a-trimethyloctadecahydro-1H-cyclohepta[a]phenanthren-1-yl)-2-oxoethyl)-1H-pyrazole-4-carbonitrile